C(C)(=O)N[C@@H]1[C@H](O)O[C@H]([C@H]([C@H]1O)O)C N-acetyl-α-L-fucosamine